C1(CCCC1)[C@@H](C(=O)NC1=NC=C(C=C1)C1=C(C=NN1C)C)NC(OC(C)(C)C)=O tert-butyl (S)-(1-cyclopentyl-2-((5-(1,4-dimethyl-1H-pyrazol-5-yl)pyridin-2-yl)amino)-2-oxoethyl)carbamate